FC1=C(CN2C(C3=NC=CN=C3C(=C2)C(=O)N[C@@H]2[C@H](COCC2)O)=O)C=CC(=C1)C1=NN(C=C1)C 6-(2-fluoro-4-(1-methyl-1H-pyrazol-3-yl)benzyl)-N-((3R,4S)-3-hydroxytetrahydro-2H-pyran-4-yl)-5-oxo-5,6-dihydropyrido[3,4-b]pyrazine-8-carboxamide